C1(CCCC1)C1=NC2=NC=NC(=C2N1)C(=O)NCC1=CC(=CC(=C1)C=1C=NN(C1)C=1C=NN(C1)C)F 8-Cyclopentyl-N-(3-fluoro-5-(1'-methyl-1'H-[1,4'-bipyrazol]-4-yl)benzyl)-7H-purine-6-carboxamide